2-(7-fluoro-3-oxo-2,3-dihydro-4H-benzo[b][1,4]thiazin-4-yl)acetic acid FC=1C=CC2=C(SCC(N2CC(=O)O)=O)C1